2-((4-hydroxy-2-iodo-5-methoxybenzyl)amino)-2-oxoethyl nonanoate C(CCCCCCCC)(=O)OCC(=O)NCC1=C(C=C(C(=C1)OC)O)I